N1CC(CCC1)CNC(OCCC=1C(OC2=CC(=CC=C2C1C)N(CC)CC)=O)=O 2-(7-(diethylamino)-4-methyl-2-oxo-2H-chromen-3-yl)ethyl (piperidin-3-ylmethyl)carbamate